FC1=CC(=C(OC2=NC=C(C=C2C(=O)NC2=CN=NC=C2)C(F)(F)F)C=C1)C 2-(4-fluoro-2-methyl-phenoxy)-N-pyridazin-4-yl-5-(trifluoromethyl)pyridine-3-carboxamide